NC1=NCCC2=C1SC(=C2)CNC(OC(C)(C)C)=O tert-butyl ((7-amino-4,5-dihydrothieno[2,3-c]pyridin-2-yl)methyl)carbamate